N=C1NC[C@H](N1C)C(=O)O (S)-2-imino-3-methylimidazolidine-4-carboxylic acid